C1(NC(C2=CC=CC=C12)=O)=O isoindole-1,3(2H)-dione